1-(2-((tert-butyldimethylsilyl)oxy)ethyl)-N-(5-chloro-6-(2H-1,2,3-triazol-2-yl)pyridin-3-yl)-3-phenyl-4-(trifluoromethyl)-1H-pyrazole-5-carboxamide [Si](C)(C)(C(C)(C)C)OCCN1N=C(C(=C1C(=O)NC=1C=NC(=C(C1)Cl)N1N=CC=N1)C(F)(F)F)C1=CC=CC=C1